COC=1C=C(C=CC1)C(C(=O)NC=1C=C2C(NC(C2=CC1)=O)=O)N1CCN(CC1)C 2-(3-methoxyphenyl)-N-(1,3-dioxoisoindol-5-yl)-2-(4-methylpiperazin-1-yl)acetamide